4-methyl-1,4-cyclohexadiene-1,2-dicarboxylic acid dimethyl ester COC(=O)C1=C(CC(=CC1)C)C(=O)OC